[Se]1CN=CC=C1 2H-[1,3]-selenazine